C(C)OC1=CC=C(C(=O)NC=2C=C3C(=CNC3=CC2)C2=CCN3CCCC3C2)C=C1 5-(4-ethoxybenzoyl)amino-3-(1,2,3,4,5,8-hexahydroindolizin-7-yl)-1H-indole